2-(2-chlorophenyl)ethane-1-thiol ClC1=C(C=CC=C1)CCS